C(=O)(OC(C)(C)C)N[SH-]C([S-])=S Boc-aminotrithiocarbonate